propan-2-yl 3,5-dihydroxybenzoate OC=1C=C(C(=O)OC(C)C)C=C(C1)O